2-(methoxymethyl)-N-{4-methoxy-6-[(1H-pyrazol-1-yl)methyl]-1,2-benzoxazol-3-yl}benzene-1-sulfonamide COCC1=C(C=CC=C1)S(=O)(=O)NC1=NOC2=C1C(=CC(=C2)CN2N=CC=C2)OC